C(#N)[C-]1C=CC=C1.[CH-]1C=CC=C1.[Fe+2] cyano-ferrocene